1-(1H-indol-3-yl)-3-methoxy-propan-2-amine trifluoroacetate FC(C(=O)O)(F)F.N1C=C(C2=CC=CC=C12)CC(COC)N